NC(C(CCCCCOC=1C=2N(C=C(N1)C1=CC(=NC=C1F)[C@@H](C)NCC)C=CN2)NC(OC2=CC=C(C=C2)[N+](=O)[O-])=O)=O 4-nitrophenyl (1-amino-7-((6-(2-((R)-1-(ethylamino)ethyl)-5-fluoropyridin-4-yl)imidazo[1,2-a]pyrazin-8-yl)oxy)-1-oxoheptan-2-yl)carbamate